C(#N)C1=C(NC=CC1)C1=CSC=C1 3-cyano-2-(thiophen-3-yl)-1,4-dihydropyridine